4-((1R,4R,5R)-5-ethoxy-2-((5-methoxy-7-methyl-1H-indol-4-yl)methyl)-2-azabicyclo[2.2.2]octan-1-yl)benzoic acid C(C)O[C@H]1[C@H]2CN([C@@](C1)(CC2)C2=CC=C(C(=O)O)C=C2)CC2=C1C=CNC1=C(C=C2OC)C